FC=1C=C(OC=2C=C(C(=O)O)C=C(C2)NC2=C(C=NC3=CC(=CC=C23)C=2C(=NC(=NC2)OC)OC)C(=O)NO)C=C(C1)F 3-(3,5-difluorophenoxy)-5-((7-(2,4-dimethoxypyrimidin-5-yl)-3-(hydroxyaminocarbonyl)quinolin-4-yl)amino)benzoic acid